NC=1C2=C(N=CN1)N(C(=C2C=2C=NC1=CC=CC=C1C2)C#C)C21CCC(CC2)(C1)NCC#N 2-((4-(4-Amino-6-ethynyl-5-(quinolin-3-yl)-7H-pyrrolo[2,3-d]pyrimidin-7-yl)bicyclo-[2.2.1]heptan-1-yl)amino)acetonitrile